C1(=CC=CC=C1)CCS PHENYLETHYL MERCAPTAN